C(C)(C)[Si](OCCN1N=CC=C1N)(C(C)C)C(C)C 1-(2-((triisopropylsilyl)oxy)ethyl)-1H-pyrazol-5-amine